3-(4-fluorophenyl)-1-isopropyl-4-oxo-1,4-dihydropyridine-2,5-dicarboxamide FC1=CC=C(C=C1)C1=C(N(C=C(C1=O)C(=O)N)C(C)C)C(=O)N